Br.N1(CCOCC1)C(N)=N morpholine-4-carboximidamide hydrobromide